(R*)-3-methyl-5,6-dihydro-8H-imidazo[5,1-c][1,4]oxazin CC1=NC=C2COCCN21